Benzyl (6S)-6-({[tert-butyl(dimethyl)silyl]oxy}methyl)-5-azaspiro[2.4]heptane-5-carboxylate [Si](C)(C)(C(C)(C)C)OC[C@H]1N(CC2(CC2)C1)C(=O)OCC1=CC=CC=C1